CN1C(OC(C2=C1C=CC=C2)=O)=O 1-methyl-1H-benzo[d][1,3]oxazine-2,4-dione